COC1=C(C=CC(=C1)OC1=NC=CC=C1)C=1C=C2C=NC=NC2=C(C1)C=1C=C(C=CC1)NC(C=C)=O N-(3-(6-(2-methoxy-4-(pyridin-2-yloxy)phenyl)quinazolin-8-yl)phenyl)acrylamide